4-(3-{3-[(S)-2-(3-cyclopropylmethoxy-4-fluoro-phenyl)-2-hydroxy-butyl]-3H-[1,2,3]triazol-4-yl}-propionyl)-piperazine-2,6-dione C1(CC1)COC=1C=C(C=CC1F)[C@](CN1N=NC=C1CCC(=O)N1CC(NC(C1)=O)=O)(CC)O